FC1=CC=C(C=C1)C1=NOC(=N1)C1C2CN(CC1C2)C(CC2=NON=C2C)=O 1-(6-(3-(4-fluorophenyl)-1,2,4-oxadiazol-5-yl)-3-azabicyclo[3.1.1]heptan-3-yl)-2-(4-methyl-1,2,5-oxadiazol-3-yl)ethan-1-one